3-(3-(difluoromethoxy)phenyl)-1-methyl-N-(3-methyl-1,1-dioxidothietan-3-yl)-1H-pyrazolo[4,3-b]pyridine-6-carboxamide FC(OC=1C=C(C=CC1)C1=NN(C=2C1=NC=C(C2)C(=O)NC2(CS(C2)(=O)=O)C)C)F